C(C1=CC=CC=C1)(=O)O[C@H](C)C=1N=C(C2=CC(=NC=C2C1)N)NC(C)C (R)-1-(7-amino-1-(isopropylamino)-2,6-naphthyridin-3-yl)ethyl benzoate